3,3-difluoro-1-methylcyclobutane-1-carboxamide FC1(CC(C1)(C(=O)N)C)F